2,6-diphenyl-methylenecyclohexanone oxime C1(=CC=CC=C1)C1C(C(CCC1=C)C1=CC=CC=C1)=NO